CC(C#N)CC methyl-butanenitrile